((R)-hydroxy-(4-isopropyl-phenyl)-{6-[(S)-(tetrahydro-furan-3-yl)oxy]-pyridazin-4-yl}-methyl)-3-methyl-azetidine-1-carboxylic acid tert-butyl ester C(C)(C)(C)OC(=O)N1C(C(C1)C)[C@](C1=CN=NC(=C1)O[C@@H]1COCC1)(C1=CC=C(C=C1)C(C)C)O